C[C@@H](CC(=O)NC(=O)C1=CN(C(=CC1=O)CC2=CC=CC=C2)C3=CC=CC=C3)C(=O)O The molecule is a member of the class of 4-pyridones that is nigerone B in which the nitrogen of the carboxamide has been acylated by a (3S)-3-carboxybutanoyl group. It has been isolated from Aspergillus niger ATCC 1015. It has a role as an Aspergillus metabolite. It is a dicarboximide, a monocarboxylic acid, a member of 4-pyridones and a biaryl. It derives from a nygerone B.